CC=1C=C2N=CC(=NC2=CC1C)C1=CC(=CC=C1)[N+](=O)[O-] 6,7-dimethyl-2-(3-nitrophenyl)quinoxaline